2-((2-(2-methoxypyridin-3-yl)-5H-imidazo[4,5-c]pyridin-5-yl)methyl)-5-methylbenzo[d]thiazole COC1=NC=CC=C1C=1N=C2C(=CN(C=C2)CC=2SC3=C(N2)C=C(C=C3)C)N1